C(=C)C#C Vinylacetylen